BrC1=CC=C(CN2C=NC=C2C=O)C=C1 1-(4-Bromobenzyl)-1H-imidazole-5-carbaldehyde